thioxetine phenylformate C1(=CC=CC=C1)C(=O)O.S1OC=C1